Tert-Butyl N-[(Z)-2-[[2-[2-(dimethylamino)-2-oxo-ethyl]-1-oxo-3,4-dihydroisoquinolin-6-yl]oxymethyl]-3-fluoro-allyl]carbamate CN(C(CN1C(C2=CC=C(C=C2CC1)OC\C(\CNC(OC(C)(C)C)=O)=C/F)=O)=O)C